FC1=CC=C(C=C1)C=1N=CSC1 4-(4-fluorophenyl)thiazole